C(C)(C)(C)OC(=O)N1CCC(CC1)C(=CC(=O)OC(C)C)C1=NC2=CC(=NC=C2C=C1)Cl 4-[1-(7-chloro-1,6-naphthyridin-2-yl)-3-isopropoxy-3-oxoprop-1-en-1-yl]Piperidine-1-carboxylic acid tert-butyl ester